COC(C=1C(C(=O)OC)=C(C(=C(C1Br)Br)Br)Br)=O tetrabromophthalic dimethyl ester